COC(=O)C1OCC(C(C1O)O)O 3,4,5-trihydroxy-tetrahydro-2H-pyran-2-carboxylic acid methyl ester